(4-(2,2-dicyanoacetyl)benzyl)-5-fluoro-2-methoxybenzamide C(#N)C(C(=O)C1=CC=C(CC=2C(=C(C(=O)N)C=C(C2)F)OC)C=C1)C#N